4,6-bis[3-(4-dibenzothiophenyl)phenyl]pyrimidine C1=CC=C(C=2SC3=C(C21)C=CC=C3)C=3C=C(C=CC3)C3=NC=NC(=C3)C3=CC(=CC=C3)C3=CC=CC2=C3SC3=C2C=CC=C3